N-(5-(2-(3,3-dimethylazetidin-1-yl)acetamido)-2-methylpyridin-3-yl)-2-(2-(hydroxymethyl)-6,7-dihydro-5H-pyrazolo[5,1-b][1,3]oxazin-3-yl)pyrazolo[5,1-b]thiazole-7-carboxamide CC1(CN(C1)CC(=O)NC=1C=C(C(=NC1)C)NC(=O)C=1C=NN2C1SC(=C2)C=2C(=NN1C2OCCC1)CO)C